5-cyclopropyl-1,3,4-thiadiazole-2-carboxamide C1(CC1)C1=NN=C(S1)C(=O)N